zinc thiophosphate salt P(=S)([O-])([O-])[O-].[Zn+2].P(=S)([O-])([O-])[O-].[Zn+2].[Zn+2]